C(N)(OC1=CC=C(C=C1)CC1=CC=C(C=C1)OC(N)=O)=O (methylenedi-4,1-phenylene) biscarbamate